2-{[(1-methyl-1H-pyrazol-5-yl)methyl]thio}ethan-1-ol CN1N=CC=C1CSCCO